N-[(3-fluoropyridin-2-yl)methyl]-1,3-thiazole-4-carboxamide trihydrochloride Cl.Cl.Cl.FC=1C(=NC=CC1)CNC(=O)C=1N=CSC1